6-ethynyl-N-((tetrahydro-2H-pyran-2-yl)oxy)chromane-2-carboxamide C(#C)C=1C=C2CCC(OC2=CC1)C(=O)NOC1OCCCC1